(dimethylcarbamoyl)-L-aspartic acid CN(C(=O)N[C@@H](CC(=O)O)C(=O)O)C